C(CCCCCCCCCCCCCCCCC)(=O)OC[C@@H](OO)COP(=O)([O-])OCC[N+](C)(C)C 1-stearoyl-2-hydroxy-sn-glycero-3-phosphocholine